2-((3-(quinolin-4-ylethynyl)pyridin-4-yl)mercapto)-2-methylpropanoic acid N1=CC=C(C2=CC=CC=C12)C#CC=1C=NC=CC1SC(C(=O)O)(C)C